COC(=O)C=1OC(=NN1)C1=CC=CC=C1 5-(phenyl)-1,3,4-oxadiazole-2-carboxylic acid methyl ester